2-Ethyl-N-(3-methoxyphenyl)butanamide C(C)C(C(=O)NC1=CC(=CC=C1)OC)CC